OC1=CC=C(C=C1)C1(C(CCCC1)(C1=CC=C(C=C1)O)C1=CC=C(C=C1)O)C1=CC=C(C=C1)O 2,2-bis(4-hydroxyphenyl)-1,1-bis(4-hydroxyphenyl)cyclohexane